Cl.C(C)OC(C)=O acetic acid ethyl ester hydrochloride